(R)-3-methyl-5-phenyl-N-(3,4,5-trimethoxyphenyl)pentanamide C[C@@H](CC(=O)NC1=CC(=C(C(=C1)OC)OC)OC)CCC1=CC=CC=C1